NC1=C(C=CC(=C1F)NCC1=CC=C(C=C1)O)NC([C@H]([C@@H](CCCC)F)F)=O (2R,3R)-N-(2-Amino-3-fluoro-4-((4-hydroxybenzyl)amino)phenyl)-2,3-difluoroheptanamid